COC1=C(C(=CC=C1)OC)N1C(=NC=2C1=NC(=CN2)CS(=O)(=O)N)C2=NC(=CC=C2)OC (1-(2,6-Dimethoxyphenyl)-2-(6-methoxypyridin-2-yl)-1H-imidazo[4,5-b]pyrazin-6-yl)methanesulfonamide